[Sr+2].C1=C(C=CC2=CC=CC=C12)S(=O)[O-].C1=C(C=CC2=CC=CC=C12)S(=O)[O-] β-naphthalenesulfinic acid strontium salt